5-chloro-2-fluorophenyl 3-deoxy-2-O-methyl-3-[4-(2-thiazolyl)-1H-1,2,3-triazol-1-yl]-1-thio-alpha-D-galactopyranoside CO[C@H]1[C@@H](SC2=C(C=CC(=C2)Cl)F)O[C@@H]([C@@H]([C@@H]1N1N=NC(=C1)C=1SC=CN1)O)CO